C(C)(C)(C)OC(CCC=1C=CC(=NC1)N1CCC(CC1)C1=C(C(N=C(N1)C=1SC=CN1)C1=C(C=C(C=C1)F)Cl)C(=O)OC)=O methyl 6-(1-(5-(3-(tert-butoxy)-3-oxopropyl)pyridin-2-yl)piperidin-4-yl)-4-(2-chloro-4-fluorophenyl)-2-(thiazol-2-yl)-1,4-dihydropyrimidine-5-carboxylate